2-(2,3-dihydro-1H-inden-2-yl)ethan-1-ol tert-butyl-(3'-amino-2-chloro-2'-methyl-[1,1'-biphenyl]-3-yl)carbamate C(C)(C)(C)N(C(=O)OCCC1CC2=CC=CC=C2C1)C=1C(=C(C=CC1)C1=C(C(=CC=C1)N)C)Cl